C(C1=CC=CC=C1)NCCC1=CC=CC2=CC=C(C=C12)F N-benzyl-2-(7-fluoronaphthalen-1-yl)ethan-1-amine